C(#N)C[C@@H](C1=CC=C(C=C1)S(=O)(=O)CC)NC(C1=CC=C(C=C1)N1[C@@H](C[C@@H](C1)OC1=NC=C(C=C1)C(F)(F)F)COC(F)F)=O N-((S)-2-cyano-1-(4-(ethylsulfonyl)phenyl)ethyl)-4-((2S,4S)-2-((difluoromethoxy)methyl)-4-((5-(trifluoromethyl)pyridine-2-yl)oxy)pyrrolidin-1-yl)benzamide